tert-butyl (3aR,5r,6aS)-5-(4-aminophenoxy)hexahydrocyclopenta[c]pyrrole-2(1H)-carboxylate NC1=CC=C(OC2C[C@@H]3[C@@H](CN(C3)C(=O)OC(C)(C)C)C2)C=C1